C(C)(=O)OCC(COC(C)=O)OC(=O)O[C@@H]1[C@](O[C@H](C1)N1C2=NC(=NC(=C2N=C1)N)F)(CO)C#C 2-(((((2R,3S,5R)-5-(6-amino-2-fluoro-9H-purin-9-yl)-2-ethynyl-2-(hydroxymethyl)tetrahydrofuran-3-yl)oxy)carbonyl)oxy)propane-1,3-diyl diacetate